N-(4-(4-Methylpiperazin-1-yl)phenyl)-2-oxo-4-((4-(trifluoromethyl)pyridin-3-yl)amino)-1,2-dihydropyridine-3-carboxamide CN1CCN(CC1)C1=CC=C(C=C1)NC(=O)C=1C(NC=CC1NC=1C=NC=CC1C(F)(F)F)=O